(R)-N-(2,2-dimethyl-6-(4-(1-(methylamino)-1-oxopropan-2-yl)piperazin-1-yl)-2,3-dihydrobenzofuran-5-yl)pyrazolo[1,5-a]pyrimidine-3-carboxamide CC1(OC2=C(C1)C=C(C(=C2)N2CCN(CC2)[C@@H](C(=O)NC)C)NC(=O)C=2C=NN1C2N=CC=C1)C